C(C)(=O)O[C@H](CC[C@H]1C(N([C@@H]1C1=CC=C(C=C1)OC(C)=O)C1=CC=C(C=C1)Cl)=O)C1=CC=C(C=C1)Cl 3(R)-[3(R)-(acetoxy)-3-(4-chlorophenyl)propyl]-4(S)-[4-(acetoxy)phenyl]-1-(4-chlorophenyl)-2-azetidinone